racemic-DL-β-hydroxybutyrate O[C@@H](CC(=O)[O-])C |r|